trivinyl-phosphorus C(=C)P(C=C)C=C